C1(CCCC1)C1=NC2=CC=C(C=C2C(=N1)N1CCC(CC1)C1=C(C=CC=C1)OC)N(C)C {2-cyclopentyl-4-[4-(2-methoxy-phenyl)-piperidin-1-yl]-quinazolin-6-yl}-dimethyl-amine